BrC1=NC(=CC=C1O[C@H]1C[C@H](CC1)NC(OC(C)(C)C)=O)CCC tert-butyl ((1S,3R)-3-((2-bromo-6-propylpyridin-3-yl)oxy)cyclopentyl)carbamate